3-(4-(4,4,5,5-tetramethyl-1,3,2-dioxaborolan-2-yl)phenyl)oxazolidin-4-one CC1(OB(OC1(C)C)C1=CC=C(C=C1)N1COCC1=O)C